ClC1=CC=C(N=N1)N[C@@H]1[C@@H](N(CCC1)C(=O)OCC1=CC=CC=C1)C |r| (rac)-Benzyl (cis)-3-((6-chloropyridazin-3-yl)amino)-2-methylpiperidine-1-carboxylate